OC1=C(OC2=CC=CC=C2C1=O)C1=CC=CC=C1 hydroxylflavone